N-(3-(3-((2,6-dioxopiperidin-3-yl)amino)phenyl)prop-2-yn-1-yl)-5-((7-ethyl-1,3-dimethyl-2-oxo-1,2-dihydroquinolin-5-yl)(methyl)amino)-5'-methyl-[2,3'-bipyridine]-6'-carboxamide O=C1NC(CCC1NC=1C=C(C=CC1)C#CCNC(=O)C1=C(C=C(C=N1)C1=NC=C(C=C1)N(C)C1=C2C=C(C(N(C2=CC(=C1)CC)C)=O)C)C)=O